1-Vinyl-β-carboline-3-carboxylic acid C(=C)C1=NC(=CC=2C3=CC=CC=C3NC12)C(=O)O